ClC=1C(=NC(=NC1)N1CC(NCC1)C(C)C)NC=1C=C2C=NNC2=CC1 N-(5-chloro-2-(3-isopropylpiperazin-1-yl)pyrimidin-4-yl)-1H-indazol-5-amine